CC1=CC=CC=2N=C(NC21)C dimethyl-benzoimidazole